1-(3-bromo-5-(3-hydroxyoxetan-3-yl)phenyl)pyrrolidin-2-one BrC=1C=C(C=C(C1)C1(COC1)O)N1C(CCC1)=O